(R)-3-(5-((3-fluorophenyl)ethynyl)pyridin-2-yl)-5-(pyrrolidin-2-yl)-1,2,4-oxadiazole FC=1C=C(C=CC1)C#CC=1C=CC(=NC1)C1=NOC(=N1)[C@@H]1NCCC1